CC1=CC=C(S1)C(=O)NC=1C=CC=C2C=CC(=NC12)C 5-Methyl-N-(2-methylquinolin-8-yl)thiophene-2-carboxamide